2-chloro-5-(N-(2-(piperidin-1-yl)-5-(trifluoromethyl)phenyl)sulfamoyl)benzoic acid ClC1=C(C(=O)O)C=C(C=C1)S(NC1=C(C=CC(=C1)C(F)(F)F)N1CCCCC1)(=O)=O